S1C2=C(C=C1C(SC1=CC=C(C=C1)C)=O)C=CC=C2 S-(p-tolyl) benzo[b]thiophene-2-thiocarboxylate